C(C)N(C=NC1=C(C=C(C(=C1)C)C1(COC1)OCC1=C(C(=CC=C1)F)C)F)C N-ethyl-N'-(2-fluoro-4-(3-((3-fluoro-2-methylbenzyl)oxy)oxetan-3-yl)-5-methylphenyl)-N-methylformimidamide